3-chloro-N-((3aR,5s,6aS)-2-(5-(3-cyano-6-(2-hydroxy-2-methylpropoxy)pyrazolo[1,5-a]pyridin-4-yl)pyrazin-2-yl)-5-methyloctahydrocyclopenta[c]pyrrol-5-yl)picolinamide ClC=1C(=NC=CC1)C(=O)NC1(C[C@@H]2[C@@H](CN(C2)C2=NC=C(N=C2)C=2C=3N(C=C(C2)OCC(C)(C)O)N=CC3C#N)C1)C